(E)-3-(4-methoxyphenyl)-N-(2-pyridyl)-N-(tetrahydrofuran-2-ylmethyl)prop-2-enamide COC1=CC=C(C=C1)/C=C/C(=O)N(CC1OCCC1)C1=NC=CC=C1